C(CCCCC)OC1=CC=C(C=C1)C(CCN1CCOCC1)=O 1-(4-(hexyloxy)phenyl)-3-morpholinopropan-1-one